C(=CC(C)=C)OC=CC(C)=C monoisoprenyl ether